BrCCCN1N=NC(=C1)CNC(OC(C)(C)C)=O TERT-BUTYL ((1-(3-BROMOPROPYL)-1H-1,2,3-TRIAZOL-4-YL)METHYL)CARBAMATE